ClC=1C=C(C=C(C1)F)[C@H](C)NC(=O)C=1C(N(C2=C(N=C(C=C2C1N1CCN[C@H](CC1)C)C)C1CC1)C)=O N-[(S)-1-(3-chloro-5-fluorophenyl)ethyl]-4-[(S)-5-methyl-1,4-diazepan-1-yl]-8-cyclopropyl-1-methyl-6-methyl-2-oxo-1,2-dihydro-1,7-diaza-3-naphthamide